cis-4-fluoro-5-((5-(3-(5-isopropyloxazol-2-yl)cyclopentyl)-1H-pyrazol-3-yl)amino)-1,3-dihydrobenzo[c]isothiazole 2,2-dioxide FC1=C(C=CC=2NS(CC21)(=O)=O)NC2=NNC(=C2)[C@@H]2C[C@@H](CC2)C=2OC(=CN2)C(C)C